ClC1=NN(C(C2=CC=C(C=C12)OC)=O)C 4-chloro-6-methoxy-2-methylphthalazin-1(2H)-one